N1N=CC=2C1=NC=C(C2)CN2CC(C1=CC=C(C=C21)C(=O)NC2=CC(=CC=C2)C(F)(F)F)C 1-((1H-Pyrazolo[3,4-b]pyridin-5-yl)methyl)-3-methyl-N-(3-(trifluoromethyl)phenyl)indolin-6-carboxamid